BrC=1C=C2C(=NC(=NC2=C(C1)F)N1CCC(CC1)NC(OC(C)(C)C)=O)C1=CC(=C(C=C1)C#N)F Tert-butyl (1-(6-bromo-4-(4-cyano-3-fluorophenyl)-8-fluoroquinazolin-2-yl)piperidin-4-yl)carbamate